C(CC)(=O)O[C@@H](C)CCCCC[C@@H](CC)C (2S,8R)-8-Methyldecan-2-yl propionate